N,N,6-trimethyl-3-phenyl-2-(phenylethynyl)-1H-indole-1-carboxamide CN(C(=O)N1C(=C(C2=CC=C(C=C12)C)C1=CC=CC=C1)C#CC1=CC=CC=C1)C